COC1=CC2=C(C=C1)NC3=C4C(=C5C(=C23)C(=O)NC5=O)C6=C(N4)C=CC(=C6)OC The molecule is an indolocarbazole compound having methoxy groups at positions 3 and 9 and an additional fused pyrrolidine-2,5-dione ring. It is an inhibitor of BRSK2 kinase, PDGF-dependent receptor autophosphorylation and cell proliferation. It has a role as an EC 2.7.11.1 (non-specific serine/threonine protein kinase) inhibitor. It is an organic heterohexacyclic compound, an indolocarbazole and an aromatic ether.